2-carbamoylmethyl-3,4-dihydroisoquinolinium bromide [Br-].C(N)(=O)C[N+]1=CC2=CC=CC=C2CC1